C(#N)C=1C=C(C=CC1F)NC(=O)N1CC=2C(CC1C)=NOC2C(=O)N[C@@H](C(F)F)C N5-(3-cyano-4-fluorophenyl)-N3-[(2R)-1,1-difluoropropan-2-yl]-6-methyl-4H,5H,6H,7H-[1,2]oxazolo[4,3-c]pyridine-3,5-dicarboxamide